C(#N)[C@@H](C)N1C=NC=C(C1=O)C1=CC=C(C=C1)C1(CC1)NC(=O)C1=NC=C2C(=N1)N(N=C2)C(C)C (R)-N-(1-(4-(1-(1-cyanoethyl)-6-oxo-1,6-dihydropyrimidin-5-yl)phenyl)cyclopropyl)-1-isopropyl-1H-pyrazolo[3,4-d]pyrimidine-6-carboxamide